COC=1C=C(C=CC1OC1=CC=CC=C1)NC(=O)NC1=CC(=CC=C1)OC 1-(3-methoxy-4-phenoxyphenyl)-3-(3-methoxyphenyl)urea